The molecule is a methyl ketone that consists of propane bearing an oxo group at C2. It has a role as a polar aprotic solvent, a human metabolite and an EC 3.5.1.4 (amidase) inhibitor. It is a methyl ketone, a ketone body, a volatile organic compound and a member of propanones. CC(=O)C